1-(13Z,16Z-docosadienoyl)-2-nonadecanoyl-glycero-3-phosphocholine CCCCCCCCCCCCCCCCCCC(=O)O[C@H](COC(=O)CCCCCCCCCCC/C=C\C/C=C\CCCCC)COP(=O)([O-])OCC[N+](C)(C)C